COC1=C(C=CC(=C1)OC)CNC1=NN=C(C2=CC(=CC=C12)C=1C(=C(C=CC1OC)B(O)O)F)C [3-(1-{[(2,4-dimethoxyphenyl)methyl]amino}-4-methylphthalazin-6-yl)-2-fluoro-4-methoxyphenyl]boronic acid